COC=1C=C2C(=C(C=NC2=CC1)C#N)N1CCC(CC1)CCS(=O)(=N)C 6-methoxy-4-(4-(2-(S-methylsulfonimidoyl)ethyl)piperidin-1-yl)quinoline-3-carbonitrile